O1[SiH2]O[SiH2]O[SiH2]O[SiH2]O[SiH2]O[SiH2]1 Cyclohexasiloxane